FC1=C(C=CC=C1)C=1N=CN(C(C1)=O)C[C@@H]1CCN(CC12CCCC2)C(=O)OC(C)(C)C tert-Butyl (R)-10-((4-(2-fluorophenyl)-6-oxopyrimidin-1(6H)-yl)methyl)-7-azaspiro[4.5]decane-7-carboxylate